ClC=1N=C(C2=C(N1)SC=C2)SC 2-chloro-4-(methylthio)thieno[2,3-d]pyrimidine